Cl.CN1CC(C1)C1=CC=C(N=N1)C1=C(C=C(C=C1)C=1C=CC=2N(N1)C=C(N2)C)C2=C(C=CC=C2)O 2-(6-(1-methylazetidin-3-yl)pyridazin-3-yl)-5-(2-methylimidazo[1,2-b]pyridazin-6-yl)phenylphenol hydrochloride